COC1=CC(=C(C=C1)C1=C2C(=C(N=N1)N[C@@H]1CN(CCC1)C)C=NC=C2)C(C)C 1-[4-methoxy-2-(propan-2-yl)phenyl]-N-[(3S)-1-methylpiperidin-3-yl]pyrido[3,4-d]pyridazin-4-amine